COC1=CC=C(C=N1)N1C(NC2(CC2)C1=O)=O 6-(6-methoxypyridin-3-yl)-4,6-diazaspiro[2.4]heptane-5,7-dione